(E)-N-ethyl-3-(4-methoxy-phenyl)-N-(2-methyl-sulfanylethyl)prop-2-enamide C(C)N(C(\C=C\C1=CC=C(C=C1)OC)=O)CC(C)S